methyl 3-(1-{[4-({4-[(tert-butyl)oxycarbonyl]piperazinyl}methyl)-7-bromo(2-quinolyl)]amino}-4-methyl-2,5-dioxoazolin-3-yl)propanoate C(C)(C)(C)OC(=O)N1CCN(CC1)CC1=CC(=NC2=CC(=CC=C12)Br)NN1C(C(=C(C1=O)C)CCC(=O)OC)=O